CC1(OC[C@H](NC1)COC=1C=C2COC(C2=CC1)=O)C |r| rac-5-((6,6-dimethylmorpholin-3-yl)methoxy)isobenzofuran-1(3H)-one